O1C2=C(OCC1)C=C(C=C2)C(CCN2CC1=CC=CC=C1CC2)=O (2,3-dihydrobenzo[b][1,4]dioxin-6-yl)-3-(3,4-dihydroisoquinolin-2(1H)-yl)propan-1-one